The molecule is an aminobenzoic acid that is anthranilic acid substituted at position 5 by a (1-methoxy-2-methylindolizin-3-yl)carbonyl group. It has a role as an antineoplastic agent and a fibroblast growth factor receptor antagonist. It is a member of indolizines, an aminobenzoic acid, an aromatic ether and an aromatic ketone. It derives from an anthranilic acid. It is a conjugate acid of a 2-amino-5-[(1-methoxy-2-methylindolizin-3-yl)carbonyl]benzoate. CC1=C(N2C=CC=CC2=C1OC)C(=O)C3=CC(=C(C=C3)N)C(=O)O